Cl.C1(CC1)[C@@H](N)C=1C=CC2=C(N(C=N2)COCC[Si](C)(C)C)C1 (R)-cyclopropyl(1-((2-(trimethylsilyl)ethoxy)methyl)-1H-benzo[d]imidazol-6-yl)methanamine hydrochloride